ClC1=CC2=C(C=N1)C(=NN2C(C2=CC=CC=C2)(C2=CC=CC=C2)C2=CC=CC=C2)N2CC(N(CC2)C)=O 4-(6-chloro-1-trityl-1H-pyrazolo[4,3-c]pyridin-3-yl)-1-methylpiperazin-2-one